10-hydroxy-5H-dibenzo[b,f]azepine-5-carboxamide OC1=CC2=C(N(C3=C1C=CC=C3)C(=O)N)C=CC=C2